ClC1=C(C(=CC(=C1)Cl)C(NC(C)C1CC1)=O)NC(=O)C=1N(N=C(C1)Br)C1=NC=CC=C1Cl 5-Bromo-2-(3-chloro-pyridin-2-yl)-2H-pyrazole-3-carboxylic acid [2,4-dichloro-6-(1-cyclopropyl-ethylcarbamoyl)-phenyl]-amide